((methylamino)methyl)piperidine-1-carboxylate CNCOC(=O)N1CCCCC1